(4-isobutylphenyl)-propionic acid C(C(C)C)C1=CC=C(C=C1)C(C(=O)O)C